BrC1=CC(=NC=C1OC1=C(C=C(C=C1)F)F)NC(OC(C)(C)C)=O tert-butyl [4-bromo-5-(2,4-difluorophenoxy)pyridin-2-yl]carbamate